(E)-4-(dimethylamino)-1-(10-((4-((2-fluorobenzyl)oxy)phenyl)amino)-2,3-dihydro-4H-[1,4]oxazino[2,3-f]quinazolin-4-yl)but-2-en-1-one CN(C/C=C/C(=O)N1CCOC2=C3C(=NC=NC3=CC=C21)NC2=CC=C(C=C2)OCC2=C(C=CC=C2)F)C